3,6-bis(3,5-bis(trifluoromethyl)phenyl)-9-(4-(tert-butyl)phenyl)-9H-carbazole FC(C=1C=C(C=C(C1)C(F)(F)F)C=1C=CC=2N(C3=CC=C(C=C3C2C1)C1=CC(=CC(=C1)C(F)(F)F)C(F)(F)F)C1=CC=C(C=C1)C(C)(C)C)(F)F